L-5,6-dimethyl-benzimidazole CC1=CC2=C(N=CN2)C=C1C